[Si](C)(C)(C(C)(C)C)O[C@H](C(F)(F)F)C=1C(=C2C(=NN(C2=CC1)CC)NC1=CC(=NC=C1C(=O)NC([2H])([2H])[2H])NC(=O)C1CC1)OC |o1:8| (S*)-4-((5-(1-((tert-butyldimethylsilyl)oxy)-2,2,2-trifluoroethyl)-1-ethyl-4-methoxy-1H-indazol-3-yl)amino)-6-(cyclopropanecarboxamido)-N-(methyl-d3)nicotinamide